2-(12-bromo-1,2,3,5,6,7-hexahydrochromeno[2,3-f]pyrido[3,2,1-ij]quinolin-4-ium-9-yl)-5-sulfobenzenesulfonate BrC1=CC=C2C(=C3C(=C4CCC[N+]5=C4C(=C3)CCC5)OC2=C1)C1=C(C=C(C=C1)S(=O)(=O)O)S(=O)(=O)[O-]